OC1CCN(CC1)C=1C=CC(=NC1)NC=1C=CC(=C2CNC(C12)=O)C1=CN=C2N1CC[C@@H](C2)C (S)-7-((5-(4-hydroxy-piperidin-1-yl)pyridin-2-yl)amino)-4-(7-methyl-5,6,7,8-tetrahydroimidazo[1,2-a]pyridin-3-yl)isoindolin-1-one